CC1=NN2C(N=C(C=C2C)C)=N1 2,5,7-trimethyl-[1,2,4]Triazolo[1,5-a]Pyrimidine